C(C)NC(NC=1N(C(=CN1)CC1CCN(CC1)C=1C=CC(=NC1F)C(=O)NC)C)=O 5-(4-((2-(3-ethylureido)-1-methyl-1H-imidazol-5-yl)methyl)piperidin-1-yl)-6-fluoro-N-methylpicolinamide